dimethyl 2-((dimethylamino) methylene)-3-oxoglutarate CN(C)C=C(C(=O)OC)C(CC(=O)OC)=O